6-(3-isopropyl-5-(piperidin-4-yloxy)-1H-indol-2-yl)-8-methoxy-[1,2,4]triazolo[1,5-a]pyridine C(C)(C)C1=C(NC2=CC=C(C=C12)OC1CCNCC1)C=1C=C(C=2N(C1)N=CN2)OC